[O-2].[Ga+3].[Zn+2] Zinc-Gallium-Oxide